5-(6-fluoro-1-methylpyrido[4,3-e][1,2,4]triazolo[4,3-a]pyrimidin-5-yl)-9-((1-methylcyclopropyl)ethynyl)-2,3,4,5-tetrahydrobenzo[b][1,4]oxazepine FC1=CN=CC2=C1C(=NC=1N2C(=NN1)C)N1C2=C(OCCC1)C(=CC=C2)C#CC2(CC2)C